C(C1=CC=CC=C1)OC1=C(N)C=CC(=C1)OC1=CC=CC=C1 2-(benzyloxy)-4-phenoxyaniline